rac-1-(2-methylpyridin-3-yl)ethyl (1-methyl-4-(6-methyl-5-(methylsulfonamido)pyridin-2-yl)-1H-1,2,3-triazol-5-yl)carbamate CN1N=NC(=C1NC(O[C@H](C)C=1C(=NC=CC1)C)=O)C1=NC(=C(C=C1)NS(=O)(=O)C)C |r|